2-thia-5-azabicyclo[2.2.1]Heptane 2,2-dioxide C12S(CC(NC1)C2)(=O)=O